[S].S1N=CC(C1)=O isothiazolinone sulfur